(E)-3-(4-trifluoromethylphenyl)acrylic acid FC(C1=CC=C(C=C1)/C=C/C(=O)O)(F)F